6-((3-(8-(((3S,4R)-3-fluoro-1-methylpiperidin-4-yl)amino)-3-((trifluoromethyl)thio)imidazo[1,2-a]pyridin-2-yl)prop-2-yn-1-yl)amino)-5-methoxy-N-methylnicotinamide F[C@H]1CN(CC[C@H]1NC=1C=2N(C=CC1)C(=C(N2)C#CCNC2=NC=C(C(=O)NC)C=C2OC)SC(F)(F)F)C